t-butyl 4-[3-[(2,6-dibenzyloxy-3-pyridyl)-methyl-amino]phenyl]piperazine-1-carboxylate C(C1=CC=CC=C1)OC1=NC(=CC=C1N(C=1C=C(C=CC1)N1CCN(CC1)C(=O)OC(C)(C)C)C)OCC1=CC=CC=C1